C(=O)(OC(C)(C)C)N1C(COCC1)=O Bocmorpholinone